C(C1=CC=CC=C1)N(C(CC1=CN(C2=CC=CC(=C12)OC)C(=O)OC(C)(C)C)=O)CC1=CC=CC=C1 tert-Butyl 3-(2-(dibenzylamino)-2-oxoethyl)-4-methoxy-1H-indole-1-carboxylate